(E)-1-(4-(bis(4-chlorophenyl)methyl)piperazin-1-yl)-2-(hydroxyimino)-3-nitropropan-1-one ClC1=CC=C(C=C1)C(N1CCN(CC1)C(/C(/C[N+](=O)[O-])=N/O)=O)C1=CC=C(C=C1)Cl